[Si](C)(C)(C(C)(C)C)NS(=O)(=O)C1=C(C(=O)OC)C=CC(=C1)Cl Methyl 2-[(tert-butyldimethylsilyl)sulfamoyl]-4-chlorobenzoate